2-Amino-7-fluoro-4-(5-fluoro-3-((R)-3-(methyl((S)-1-methylpyrrolidin-3-yl)amino)pyrrolidin-1-yl)-7,9-dihydrofuro[3,4-f]quinazolin-6-yl)thieno[3,2-c]pyridine-3-carbonitrile NC1=C(C=2C(=NC=C(C2S1)F)C=1C2=C(C=3C=NC(=NC3C1F)N1C[C@@H](CC1)N([C@@H]1CN(CC1)C)C)COC2)C#N